6-ethoxy-4-(2-ethoxy-1-methylethyl)-1-methylcyclohexene C(C)OC1CC(CC=C1C)C(COCC)C